[Li+].C(N)(=O)[C@H]1N2C(N([C@H](C=C1C)C2)OC(C(=O)[O-])(F)F)=O {[(2S,5R)-2-carbamoyl-3-methyl-7-oxo-1,6-diazabicyclo[3.2.1]oct-3-en-6-yl]oxy}(difluoro)acetic acid lithium salt